F[C@H]1CN(CC[C@H]1OCC#C)C (3S,4R)-3-Fluoro-1-methyl-4-(prop-2-ynyloxy)piperidine